BrC1=CC(=C(C(=C1)C)C1=CN(C=C1C1(OC1(C1=CC=CC=C1)C1=CC=CC=C1)C1=CC=C(C=C1)OC)S(=O)(=O)C1=CC=C(C)C=C1)C 3-(4-bromo-2,6-dimethylphenyl)-4-(2-(4-methoxyphenyl)-3,3-diphenyloxiran-2-yl)-1-tosyl-1H-pyrrole